C1(CCC1)CN[C@H]1CN(CCC1)C1=CC(N(C=C1)C(C)N1N=NC(=C1)C=1C=NC=C(C1)N1C(N(CC1)C)=O)=O 4-((R)-3-((cyclobutylmethyl)amino)piperidin-1-yl)-1-(1-(4-(5-(3-methyl-2-oxoimidazolidin-1-yl)pyridin-3-yl)-1H-1,2,3-triazol-1-yl)ethyl)pyridin-2(1H)-one